ClC1=CC=CC2=NOC(=C21)NS(=O)(=O)C2=CC=1CCCCC1C=C2OC N-(4-Chlorobenzo[c]isoxazol-3-yl)-3-methoxy-5,6,7,8-tetrahydronaphthalene-2-sulfonamide